(R)-N-(1-(3-(2-amino-5-chloropyridin-3-yl)-5-(1-methyl-1H-pyrazol-4-yl)phenyl)ethyl)-2-methyl-5-(piperazin-1-yl)benzamide NC1=NC=C(C=C1C=1C=C(C=C(C1)C=1C=NN(C1)C)[C@@H](C)NC(C1=C(C=CC(=C1)N1CCNCC1)C)=O)Cl